(R)-piperidine-1,3-dicarboxylic acid-1-benzyl ester C(C1=CC=CC=C1)OC(=O)N1C[C@@H](CCC1)C(=O)O